C(CCCCCCCCCCCCCCCCCCC)(=O)OCCC(CCCCCC)CCCC 3-butylnonyl icosanoate